2-Hydroxy-2-propylcaproic acid OC(C(=O)O)(CCCC)CCC